N-(2-(N,N-bis(2,4-dimethoxybenzyl)sulfamoyl)pyridin-4-yl)-2-(4,4-difluoro-3-methylpiperidin-1-yl)-5,5,7,7-tetramethyl-5,6,7,8-tetrahydroquinoline-3-carboxamide COC1=C(CN(S(=O)(=O)C2=NC=CC(=C2)NC(=O)C=2C(=NC=3CC(CC(C3C2)(C)C)(C)C)N2CC(C(CC2)(F)F)C)CC2=C(C=C(C=C2)OC)OC)C=CC(=C1)OC